OC(=O)C(F)(F)F.C(#N)CC(=O)N(CCN1C2CC(CC1CC2)C=2C=C(C(=O)N)C=CC2)CC2=C(C=CC=C2F)F 3-endo-(8-{2-[(2-cyanoacetyl)-(2,6-difluorobenzyl)amino]ethyl}-8-aza-bicyclo[3.2.1]oct-3-yl)-benzamide TFA salt